6-(Cyclopropanecarbonylamino)-4-[[5-(1,5-dimethylpyrazol-3-yl)-1-methyl-4-oxo-pyrrolo[3,2-c]pyridin-3-yl]amino]-N-(methyl-d3)pyridine-3-carboxamide C1(CC1)C(=O)NC1=CC(=C(C=N1)C(=O)NC([2H])([2H])[2H])NC1=CN(C2=C1C(N(C=C2)C2=NN(C(=C2)C)C)=O)C